2-(2-thienyl)hydroxyacetamidine S1C(=CC=C1)C(C(=N)N)O